(S)-2-Ethyl-N-(2-methoxy-1-methyl-ethyl)-6-methyl-aniline C(C)C1=C(N[C@H](COC)C)C(=CC=C1)C